3-(3-((2-(difluoromethoxy)-6-methylpyridin-3-yl)carbamoyl)-3-(2-isopropylphenyl)azetidine-1-carbonyl)but-3-enoic acid FC(OC1=NC(=CC=C1NC(=O)C1(CN(C1)C(=O)C(CC(=O)O)=C)C1=C(C=CC=C1)C(C)C)C)F